3-(4-(tert-butoxy)phenyl)propionic acid C(C)(C)(C)OC1=CC=C(C=C1)CCC(=O)O